ClC=1C=C(C=CC1)NC(C1=CC(=NC=C1)N1C=NC=C1)=O N-(3-chlorophenyl)-2-(1H-imidazol-1-yl)isonicotinamide